N-(4-fluoro-3-((5-(imidazo[1,2-a]pyridin-6-yl)-2-((1-methyl-1H-pyrazol-4-yl)amino)pyrimidin-4-yl)amino)phenyl)acrylamide trifluoroacetate FC(C(=O)O)(F)F.FC1=C(C=C(C=C1)NC(C=C)=O)NC1=NC(=NC=C1C=1C=CC=2N(C1)C=CN2)NC=2C=NN(C2)C